(2S,4R)-1-((R)-2-(4-azidobutanamido)-3,3-dimethylbutanoyl)-4-hydroxy-N-(4-(4-methylthiazol-5-yl)benzyl)pyrrolidine-2-carboxamide N(=[N+]=[N-])CCCC(=O)N[C@@H](C(=O)N1[C@@H](C[C@H](C1)O)C(=O)NCC1=CC=C(C=C1)C1=C(N=CS1)C)C(C)(C)C